I.C(C1=CC=CC=C1)(=N)N benzamidine hydroiodic acid salt